BrC=1SC(=C2C1C(N(C2=O)CCCCCCCC)=O)Br 1,3-dibromo-5-octylthieno[3,4-c]pyrrole-4,6-dione